3-bromo-2-(bromomethyl)-6-chloropyridine BrC=1C(=NC(=CC1)Cl)CBr